3,5-dimethyl-3H-benzo[e]indol CN1C=CC=2C3=C(C(=CC12)C)C=CC=C3